COC(CCCN1S(C2=C(C1=O)C=CC(=C2)C(=O)NC2=CC=C(C=C2)C=2C=CC(=NC2)C(=O)NC=2C=CC=C1C=CC=C(C21)C(=O)O)(=O)=O)=O 8-(5-{4-[2-(4-methoxy-4-oxobutyl)-1,1,3-trioxo-2,3-dihydro-1λ6,2-benzothiazol-6-amido]phenyl}pyridine-2-amido)naphthalene-1-carboxylic acid